(2-(dimethylamino)ethyl)-6-(pyridin-2-yl)pyridazin-3(2H)-thione CN(CCN1N=C(C=CC1=S)C1=NC=CC=C1)C